2-methyl-7-(3-(4-(naphthalen-1-yl)piperazin-1-yl)propoxy)-3,4-dihydroisoquinolin-1(2H)-one CN1C(C2=CC(=CC=C2CC1)OCCCN1CCN(CC1)C1=CC=CC2=CC=CC=C12)=O